barium-tantalum-zinc [Zn].[Ta].[Ba]